OC(=O)C(F)(F)F.C1(CC1)C1=C(NC2=C(C=C(C(=C12)C1=C2CCNCC2=CC=C1)F)C(=O)N)C (RS)-3-cyclopropyl-5-fluoro-2-methyl-4-(1,2,3,4-tetrahydroisoquinolin-5-yl)-1H-indole-7-carboxamide TFA salt